The molecule is an acyl-CoA oxoanion resulting from the removal of all four protons from the phosphate and diphosphate groups of 3-oxo-23,24-bisnorchola-1,4-dien-22-oyl-CoA; major species at pH 7.3. It is a conjugate base of a 3-oxo-23,24-bisnorchola-1,4-dien-22-oyl-CoA. C[C@@H]([C@H]1CC[C@@H]2[C@@]1(CC[C@H]3[C@H]2CCC4=CC(=O)C=C[C@]34C)C)C(=O)SCCNC(=O)CCNC(=O)[C@@H](C(C)(C)COP(=O)([O-])OP(=O)([O-])OC[C@@H]5[C@H]([C@H]([C@@H](O5)N6C=NC7=C(N=CN=C76)N)O)OP(=O)([O-])[O-])O